C1(=CC=CC=C1)CS(=O)(=O)OC1=C(O[C@](C1=O)([2H])C1=C(C=CC=C1)C(F)(F)F)N (R)-2-amino-4-oxo-5-(2-(trifluoromethyl)phenyl)-4,5-dihydrofuran-3-yl-5-d phenylmethanesulfonate